(1R,3S)-3-(5-((2-((S)-5-aminohexyl)pyridin-4-yl)amino)-1-(tert-butyl)-1H-pyrazol-3-yl)cyclopentyl (4-nitrophenyl) carbonate C(O[C@H]1C[C@H](CC1)C1=NN(C(=C1)NC1=CC(=NC=C1)CCCC[C@H](C)N)C(C)(C)C)(OC1=CC=C(C=C1)[N+](=O)[O-])=O